OC1=CC2=C(C(N3[C@H](C=N2)CC(C3)=C)=O)C=C1OC (11aS)-8-Hydroxy-7-methoxy-2-methylene-1,2,3,11a-tetrahydro-5H-pyrrolo[2,1-c][1,4]benzodiazepin-5-one